C(C=C)OCC1(CCC=2C(=C(C=C(C2C1=O)NC(C)=O)F)C)C N-(7-((allyloxy)methyl)-3-fluoro-4,7-dimethyl-8-oxo-5,6,7,8-tetrahydronaphthalen-1-yl)acetamide